5-(benzyloxy)-2-methyl-N-(2-oxopyrrolidin-3-yl)-2H-indazole-3-carboxamide C(C1=CC=CC=C1)OC1=CC2=C(N(N=C2C=C1)C)C(=O)NC1C(NCC1)=O